(1R,2S)-2-(2-hydroxyethyl)cyclopropanecarboxylic acid tert-butyl ester C(C)(C)(C)OC(=O)[C@H]1[C@@H](C1)CCO